hexyl decanoate Laurate (hexyllauryl-Laurate) C(CCCCC)C(C(=O)O)(CCCCCCCCCC)CCCCCCCCCCCC.C(CCCCCCCCCCC)(=O)O.C(CCCCCCCCC)(=O)OCCCCCC